4-(((4-cyanopyridin-2-yl)oxy)methyl)piperidine-1-carboxylic acid tert-butyl ester C(C)(C)(C)OC(=O)N1CCC(CC1)COC1=NC=CC(=C1)C#N